C(C)(C)(C)OC(N[C@H]1[C@@H](CC[C@H](C2=NC=CC=C21)Cl)C2=C(C(=CC=C2)F)F)=O ((5S,6S,9R)-9-Chloro-6-(2,3-difluorophenyl)-6,7,8,9-tetrahydro-5H-cyclohept[b]pyridin-5-yl)carbamic acid tert-butyl ester